C[C@@H](C(C)C)N1C(C=CC2=C1N=C(N=C2)N[C@@H](C)C2=CC=C(OC1CCNCC1)C=C2)=O 4-(4-{(S)-1-[8-((S)-1,2-Dimethyl-propyl)-7-oxo-7,8-dihydro-pyrido[2,3-d]pyrimidin-2-ylamino]-ethyl}-phenoxy)-piperidin